N-{[4-(trifluoromethyl)pyridin-2-yl]methyl}-1,3-thiazole-5-carboxamide FC(C1=CC(=NC=C1)CNC(=O)C1=CN=CS1)(F)F